CC=1SC(=C(N1)C)C=1N=C(C=2OCCNC2N1)NCCC1=CNC2=CC=CC=C12 2-(2,4-dimethylthiazol-5-yl)-N-[2-(1H-indol-3-yl)ethyl]-7,8-dihydro-6H-pyrimido[5,4-b][1,4]oxazin-4-amine